C(CCCCCCC(C)C)C(CCCCCCC)CCCCCCCC(C)C di(isodecyl)octane